3-[6-[(3S,5R)-3,5-dimethylpiperazin-1-yl]-3-pyridyl]-6-[5-(6-methyl-2-pyridyl)-1H-imidazol-4-yl]quinoline C[C@H]1CN(C[C@H](N1)C)C1=CC=C(C=N1)C=1C=NC2=CC=C(C=C2C1)C=1N=CNC1C1=NC(=CC=C1)C